N-(4-(2-amino-5-(1-(piperidin-4-yl)-1H-pyrazol-4-yl)pyridin-3-yl)-3-fluorophenyl)-6-cyano-5-(4-fluorophenyl)-1-isopropyl-4-oxo-1,4-dihydropyridine-3-carboxamide NC1=NC=C(C=C1C1=C(C=C(C=C1)NC(=O)C1=CN(C(=C(C1=O)C1=CC=C(C=C1)F)C#N)C(C)C)F)C=1C=NN(C1)C1CCNCC1